FC=1C=C(CN2CC=3C(N(C=4N(C3CC2)C=CN4)CC4=CC=C(C=C4)C(F)(F)F)=O)C=CC1 7-(3-fluorobenzyl)-4-(4-trifluoromethylbenzyl)-6,7,8,9-tetrahydroimidazo[1,2-a]pyrido[3,4-e]pyrimidin-5(4H)-one